FC(C(C(OC(=C(F)F)F)(F)F)(F)F)(F)F 1,1,1,2,2,3,3-heptafluoro-3-[(1,2,2-trifluoroethenyl)oxy]propane